2-(t-butyl)-N-(6-chloro-5-(1-methyl-7-(methylsulfonyl)-2-oxo-1,2-dihydropyrimido[4,5-d]pyrimidin-3(4H)-yl)pyridin-3-yl)thiazole-4-carboxamide C(C)(C)(C)C=1SC=C(N1)C(=O)NC=1C=NC(=C(C1)N1C(N(C2=NC(=NC=C2C1)S(=O)(=O)C)C)=O)Cl